3-[4-(4-aminopiperidin-1-yl)-3-(3-fluoro-5-methylphenyl)quinolin-6-yl]-2-hydroxybenzonitrile NC1CCN(CC1)C1=C(C=NC2=CC=C(C=C12)C=1C(=C(C#N)C=CC1)O)C1=CC(=CC(=C1)C)F